4-chloro-5-[4-[4-fluoro-2-(trifluoromethyl)phenoxy]-2-methoxy-5h,6h,7h,8h-pyrido[3,4-d]pyrimidin-7-yl]-2-(oxazolidin-2-yl)-2,3-dihydropyridazin-3-one ClC=1C(N(N=CC1N1CC=2N=C(N=C(C2CC1)OC1=C(C=C(C=C1)F)C(F)(F)F)OC)C1OCCN1)=O